FC(N1N=C(C(=C1)S(=O)(=O)Cl)C)F 1-(difluoromethyl)-3-methyl-1H-pyrazole-4-sulfonyl chloride